5,6-bis(4-chlorophenyl)-2-methyl-3(2H)-pyridazinone ClC1=CC=C(C=C1)C1=CC(N(N=C1C1=CC=C(C=C1)Cl)C)=O